4-(4-amino-6-(2-fluoro-4-(2-fluoroacrylamido)phenyl)pyrazolo[5,1-f][1,2,4]triazin-5-yl)-N-cyclopropyl-2-methoxybenzamide NC1=NC=NN2C1=C(C(=N2)C2=C(C=C(C=C2)NC(C(=C)F)=O)F)C2=CC(=C(C(=O)NC1CC1)C=C2)OC